(5-(6,7-dichloro-3-(1H-pyrazol-4-yl)-1H-indol-2-yl)-1H-1,2,4-triazol-3-yl)ethan-1-ol ClC1=CC=C2C(=C(NC2=C1Cl)C1=NC(=NN1)C(C)O)C=1C=NNC1